CC(C#C)(C)OP(OCCC=C)(=O)CCC=C 3-butenylphosphonic (3-butenyl) (1,1-dimethyl-2-propynyl) ester